COC=1C=C(C(=O)C(CN2C(C3=CC=CC(=C3C2)C=2C=C3C(=NN(C3=CC2)C(=O)OC(C)(C)C)C)=O)=C)C=CC1 tert-butyl 5-[2-[2-(3-methoxybenzoyl)allyl]-1-oxo-isoindolin-4-yl]-3-methyl-indazole-1-carboxylate